C(C)(C)C1=C(C(=CC(=C1)C(C)C)C(C)C)S(=O)(=O)OC1=NC(=NC2=CC3=C(C=C12)N(CC3)C3COC3)C 2-methyl-6-(oxetan-3-yl)-7,8-dihydro-6H-pyrrolo[2,3-g]quinazolin-4-yl 2,4,6-triisopropylbenzenesulfonate